[3-({[2-isopropyl-1-(3-phenylpropyl)-1H-pyrrole-3-yl]carbonyl}amino)-4-(trifluoromethyl)phenyl]acetic acid C(C)(C)C=1N(C=CC1C(=O)NC=1C=C(C=CC1C(F)(F)F)CC(=O)O)CCCC1=CC=CC=C1